ClC1=CC=C2C(=NN(C2=C1)C=1C=NC=CC1)C(C)N1N=C(C=2C1=NC=NC2N)C2=CC(=C(C=C2)OC)F 1-(1-(6-chloro-1-(pyridin-3-yl)-1H-indazol-3-yl)ethyl)-3-(3-fluoro-4-methoxyphenyl)-1H-pyrazolo[3,4-d]pyrimidin-4-amine